CC1(OB(OC1(C)C)C1=C[C@@H](CCC1)NC(OC(C)(C)C)=O)C |r| rac-tert-butyl (R)-(3-(4,4,5,5-tetramethyl-1,3,2-dioxaborolan-2-yl)cyclohex-2-en-1-yl)carbamate